(S)-4-(3-(6-chloroquinolin-2-yloxy)pyrrolidin-1-yl)biphenyl-3-carboxamide ClC=1C=C2C=CC(=NC2=CC1)O[C@@H]1CN(CC1)C1=C(C=C(C=C1)C1=CC=CC=C1)C(=O)N